(1r,2'S,4S)-4-(3-chloroanilino)-2'-[(2S)-3-{[(5R)-5-methyl-5,6,7,8-tetrahydroquinolin-4-yl]oxy}-2-phenylpropyl]-2',3'-dihydrospiro[cyclohexane-1,1'-indene]-4-carboxylic acid ClC=1C=C(NC2(CCC3([C@H](CC4=CC=CC=C34)C[C@H](COC3=CC=NC=4CCC[C@H](C34)C)C3=CC=CC=C3)CC2)C(=O)O)C=CC1